CC1=NC=CC=C1[C@@H]1N(CCCCC1)C=O |r| (+-)-2-(2-methyl-3-pyridinyl)azepane-1-carbaldehyde